CC(CCCCC(=O)OC(CCCCC(CCCCC)C)=O)CCCCC 6-methyl-undecanoic anhydride